NC1=NC(=NC=2N1N=C(N2)C=2OC=CC2)NCCC2=CC=C(C=C2)NC(=O)C2=NC=CC=C2 N-(4-(2-((7-amino-2-(furan-2-yl)-[1,2,4]triazolo[1,5-a][1,3,5]triazin-5-yl)amino)ethyl)-phenyl)pyridineamide